C(C)(C)(C)C1=CC=C(C(=N1)F)C(=O)NS(=O)(=O)C1=CC=CC(=N1)NC(CC[C@H]1CC(N(C1)C(=O)OC(C)(C)C)(C)C)(C)C1=NC=CC=C1 tert-Butyl (4S)-4-[3-[[6-[(6-tert-butyl-2-fluoro-pyridine-3-carbonyl)sulfamoyl]-2-pyridyl]amino]-3-(2-pyridyl)butyl]-2,2-dimethyl-pyrrolidine-1-carboxylate